C1(=CC=CC=C1)N1C2=CC=CC=C2C=2C=CC(=CC12)C12C(C=CC=3C[C@@H]4[C@@H]5C=C[C@@H]([C@@H]([C@@]5(C13)CCN4C)O2)O)O 4-(9-phenyl-9H-carbazol-2-yl)morphine